FC1=CC(=C(C=C1C)N(C(OC(C)(C)C)=O)C=1OC=C(N1)C(NS(=O)(=O)N1CCO[C@H](CC1)COC)=O)C tert-butyl (R)-(4-fluoro-2,5-dimethylphenyl)(4-(((7-(methoxymethyl)-1,4-oxazepan-4-yl)sulfonyl)carbamoyl)oxazol-2-yl)carbamate